ClCC(=O)NC1=C(C2=C(S1)C=C(C=C2)Cl)C#N 2-chloro-N-(6-chloro-3-cyanobenzo[b]thiophen-2-yl)acetamide